[1,3]oxazolo[5,4-b]pyridine-2-thiol N1=C(OC2=NC=CC=C21)S